BrC1=CC=C(C=C1)C(C)(C)OC 1-bromo-4-(2-methoxyprop-2-yl)benzene